(S)-9-(2-Cyclopropyl-2-oxoethyl)-3-fluoro-2-(8-oxa-3-aza-bicyclo[3.2.1]oct-3-yl)-8-trifluoromethyl-6,7,8,9-tetrahydro-pyrimido[1,2-a]-pyrimidin-4-one C1(CC1)C(CN1[C@@H](CCN2C1=NC(=C(C2=O)F)N2CC1CCC(C2)O1)C(F)(F)F)=O